P(=O)(OC1=C(C=CC=C1)C)(OC1=C(C=CC=C1)C)[O-] Ditolyl phosphate